The molecule is a hydrochloride salt consisting of equimolar amounts of cyclizine and hydrogen chloride. It has a role as a H1-receptor antagonist, a central nervous system depressant, a cholinergic antagonist and an antiemetic. It contains a cyclizine. CN1CCN(CC1)C(C2=CC=CC=C2)C3=CC=CC=C3.Cl